((2-(((5S,8S,10aR)-3-acetyl-8-(cinnolin-6-yl(methyl)carbamoyl)-6-oxodecahydropyrrolo[1,2-a][1,5]diazocin-5-yl)carbamoyl)quinolin-7-yl)difluoromethyl)phosphonic Acid C(C)(=O)N1CC[C@@H]2N(C([C@H](C1)NC(=O)C1=NC3=CC(=CC=C3C=C1)C(F)(F)P(O)(O)=O)=O)[C@@H](CC2)C(N(C)C=2C=C1C=CN=NC1=CC2)=O